C1(CC1)CC#CC1=CC=C(C=C1)SC1=C(N=NN1)C(=O)O 5-((4-(3-cyclopropylprop-1-ynyl)phenyl)thio)-1H-1,2,3-triazole-4-carboxylic acid